C(C1=CC=CC=C1)N1CC2OC3=CC(=NC(NS(C4=CC=CC(C(N(CC1)[C@@H]2CC(C)C)=O)=C4)(=O)=O)=N3)C3=C(C=CC=C3C)C (21R)-18-benzyl-12-(2,6-dimethylphenyl)-21-(2-methylpropyl)-15-oxa-8λ6-thia-1,9,11,18,22-pentaazatetracyclo[14.4.1.13,7.110,14]tricosa-3(23),4,6,10(22),11,13-hexaene-2,8,8-trione